Gamma-(beta-glycidoxyethoxy)propyltrimethoxysilane C(C1CO1)OCCOCCC[Si](OC)(OC)OC